C(CCCCCCCC)(=O)OCC(COC(CCCCCCCC)=O)CC(=O)OC(C)(C)C 2-(2-(tert-Butoxy)-2-oxoethyl)propane-1,3-diyl dinonanoate